C(=O)(OC(C)(C)C)NC1=CC=C(N)C=C1 4-(Boc-amino)aniline